tert-butyl 4-(hydroxymethyl)-5-methoxy-7-methyl-1H-indole-1-carboxylate OCC1=C2C=CN(C2=C(C=C1OC)C)C(=O)OC(C)(C)C